Butoxycarbonylaminocyclopentanoic acid C(CCC)OC(=O)NC1(CCCC1)C(=O)O